(S)-4-((2-(cyclopentyloxy)ethyl)(4-(5,6,7,8-tetrahydro-1,8-naphthyridin-2-yl)butyl)amino)-2-(3-(trifluoromethyl)isonicotinamido)butanoic acid C1(CCCC1)OCCN(CC[C@@H](C(=O)O)NC(C1=C(C=NC=C1)C(F)(F)F)=O)CCCCC1=NC=2NCCCC2C=C1